heptyl-tetrahydrofuran C(CCCCCC)C1OCCC1